6-(6-aminopyrazin-2-yl)imidazo[1,2-a]pyrazin NC1=CN=CC(=N1)C=1N=CC=2N(C1)C=CN2